OC(CN1C=NC2=C(C1=O)C=C(N=C2C=2C=NN(C2)COCC[Si](C)(C)C)C2=NC=C(C=C2)C(F)(F)F)(C)C 3-(2-hydroxy-2-methylpropyl)-6-(5-(trifluoromethyl)pyridin-2-yl)-8-(1-((2-(trimethylsilyl)ethoxy)methyl)-1H-pyrazol-4-yl)pyrido[3,4-d]pyrimidin-4(3H)-one